CN(CCC1=CC(=C(C=2C3=CC=CC=C3C=CC12)O)OC)C 1-(2-(dimethylamino)ethyl)-3-methoxy-4-phenanthrol